COC=1C(=C(C=NC1)C=O)C (5-methoxy-4-methyl-3-pyridyl)methanone